C(C1=CC=CC=C1)OC1=NC(=CC=C1N1C=NC2=C1C=CC(=C2)N2CCC(CC2)N(C(OC(C)(C)C)=O)C)OCC2=CC=CC=C2 tert-Butyl N-[1-[1-(2,6-dibenzyloxy-3-pyridyl)benzimidazol-5-yl]-4-piperidyl]-N-methyl-carbamate